ClC1=CC=C(N=N1)C(C(F)(F)F)O 1-(6-chloropyridazin-3-yl)-2,2,2-trifluoro-ethanol